(R)-6-chloro-3-((1-(2-(4-(1,5-dimethyl-1H-pyrazol-3-yl)piperidin-1-yl)-3,6-dimethyl-4-oxo-3,4-dihydroquinazolin-8-yl)ethyl)amino)-N-(methylsulfonyl)picolinamide ClC1=CC=C(C(=N1)C(=O)NS(=O)(=O)C)N[C@H](C)C=1C=C(C=C2C(N(C(=NC12)N1CCC(CC1)C1=NN(C(=C1)C)C)C)=O)C